(R) or (S)-N'-((5-fluoro-2,4-diisopropylpyridin-3-yl)carbamoyl)-4-(2-hydroxypropan-2-yl)thiazole-2-sulfonimidamide FC=1C(=C(C(=NC1)C(C)C)NC(=O)N=[S@](=O)(N)C=1SC=C(N1)C(C)(C)O)C(C)C |o1:14|